N(=C=O)C1(CC(CCC1)CN=C=O)C isocyanato-1-methyl-3-isocyanatomethylcyclohexane